CC(C)(C)P([C@@H](C)[C-]1C(=CC=C1)P(C1CCCCC1)C1CCCCC1)C(C)(C)C.[CH-]1C=CC=C1.[Fe+2] (2S)-1-[(1S)-1-[bis(1,1-dimethylethyl)phosphino]ethyl]-2-(dicyclohexylphosphino)ferrocene